NC=1C2=C(N=CN1)N(C(=C2C2=CC=C(C=C2)OC2=NC=CC(=N2)C)C2=C(C(=C(C=C2)NC(C(=C)C)=O)F)Cl)C N-(4-(4-amino-7-methyl-5-(4-((4-methylpyrimidin-2-yl)oxy)phenyl)-7H-pyrrolo[2,3-d]pyrimidin-6-yl)-3-chloro-2-fluorophenyl)methacrylamide